C(#N)C=1C=C(C=CC1)C=1N=C(SC1C1=CC(=NC(=C1)C)C)NC(=O)N1CC(C1)N1CCCC1 N-[4-(3-Cyanophenyl)-5-(2,6-dimethyl-4-pyridyl)thiazol-2-yl]-3-pyrrolidin-1-yl-azetidin-1-carboxamid